N-(((9H-fluoren-9-yl)methoxy)carbonyl)-N-(2-(tert-butoxy)-2-oxoethyl)glycine Methyl-2-chloro-5-(N-methyl-3-(3-methyl-4-(carbamoyl)phenyl)pyrazolo[1,5-a]pyridine-5-carboxamido)benzoate CC=1C(=C(C(=O)O)C=C(C1)N(C(=O)C1=CC=2N(C=C1)N=CC2C2=CC(=C(C=C2)C(N)=O)C)C)Cl.C2=CC=CC=1C3=CC=CC=C3C(C21)COC(=O)N(CC(=O)O)CC(=O)OC(C)(C)C